FC1(C2=CC=CC=C2C2=CSC(NS(C=3C=CC=C(NCCCCC1)C3)(=O)=O)=N2)F 14,14-difluoro-2λ6,5-dithia-3,20,26-triazatetracyclo[19.3.1.14,7.08,13]hexacosa-1(25),4(26),6,8,10,12,21,23-octaene 2,2-dioxide